C(O)N1C(CCC1=O)=O N-methylol-succinimide